C(C)N(C1=NC(=NC=2N1N=CC2C#N)SC)CC2=CC=C(C=C2)OC 4-(ethyl(4-methoxybenzyl)amino)-2-(methylthio)pyrazolo[1,5-a][1,3,5]triazine-8-carbonitrile